O[C@@H](COC=1C=C(C=2N(C1)N=CC2C#N)C=2C=NC(=CC2)N2CC(C2)OC2=NC=CC=C2)C (R)-6-(2-hydroxypropoxy)-4-(6-(3-(pyridin-2-yloxy)azetidin-1-yl)pyridin-3-yl)pyrazolo[1,5-a]pyridine-3-carbonitrile